C(C)(C)(C)C1=NCC2=C1CNC2 tert-butyl-3,4,5,6-tetrahydropyrrolo[3,4-c]pyrrole